4-methoxy-2-methylindazole COC=1C2=CN(N=C2C=CC1)C